1,2,3-trifluoro-4-nitrobenzene FC1=C(C(=C(C=C1)[N+](=O)[O-])F)F